1,4-bis(5-phenyl-thiophene-2-yl)benzene C1(=CC=CC=C1)C1=CC=C(S1)C1=CC=C(C=C1)C=1SC(=CC1)C1=CC=CC=C1